C1(=CC=CC=C1)CC(=O)N1CCCCC12C(C2)CNC(=O)C2=CC=1C=NC=CC1N2 N-[[8-(2-phenylacetyl)-8-azaspiro[2.5]octan-2-yl]methyl]-1H-pyrrolo[3,2-c]pyridine-2-carboxamide